OC1=C(C(=O)N2CC3=CC=C(C=C3C2)CN2CCN(CC2)CCCCCNC(CC)=O)C=C(C(=C1)O)C(C)C N-(5-(4-((2-(2,4-dihydroxy-5-isopropylbenzoyl)isoindolin-5-yl)methyl)piperazin-1-yl)pentyl)propionamide